3-(difluoromethoxy)azetidine trifluoroacetate FC(C(=O)O)(F)F.FC(OC1CNC1)F